COC(=O)C1=NC(=CC(=C1)CCC(=O)O)CN1CCOCCOCCN(CCOCCOCC1)CC1=NC(=CC=C1)C(=O)OC 3-[2-methoxycarbonyl-6-[[16-[(6-methoxycarbonyl-2-pyridyl)methyl]-1,4,10,13-tetraoxa-7,16-diazacyclooctadec-7-yl]methyl]-4-pyridyl]propanoic acid